C(C)(C)(C)OC(=O)N1C(C2=C(CC1)NC(=C2NC2=C(C(=CC=C2)F)OC)C2=C(C=NC=C2)OC[C@@H]2N(CCOC2)C(=O)OC(C)(C)C)=O tert-butyl (3R)-3-[({4-[5-(tert-butoxycarbonyl)-3-[(3-fluoro-2-methoxyphenyl)amino]-4-oxo-1H-6H-7H-pyrrolo[3,2-c]pyridin-2-yl]pyridin-3-yl}oxy)methyl]morpholine-4-carboxylate